ClC1=CC(=C(C=C1)C1=NC=C(C=N1)CN)OC=1N(N=C(N1)C1=CC=CC=C1)C [2-[4-chloro-2-[(2-methyl-5-phenyl-1,2,4-triazol-3-yl)oxy]phenyl]pyrimidin-5-yl]methanamine